C(CCCCCCCCC)OC(CC\C=C/C=C)OCCCCCCCCCC (3Z)-7,7-didecyloxy-1,3-heptadiene